gallium-zinc-gold [Au].[Zn].[Ga]